NC1=CC(=C(C=C1N)CC(=O)N)C (4,5-diamino-2-methylphenyl)acetamide